C1=CC=CC=2OC3=CC=CC=C3C(C12)O Xanthenol